4-(1-{2H-spiro[1-benzofuran-3,1'-cyclopropane]-7-yl}vinyl)-1H-imidazole C12(CC1)COC1=C2C=CC=C1C(=C)C=1N=CNC1